1-(4-fluorophenyl)-3-methoxy-10-(trifluoromethyl)-3,4-dihydro-2H,6H-[1,4]thiazepino[2,3,4-ij]quinazolin-6-one FC1=CC=C(C=C1)S1CC(CN2C(N=CC3=CC(=CC1=C23)C(F)(F)F)=O)OC